FC=1C=C(C=O)C=CC1OC1=CC=C(C=C1)F 3-fluoro-4-(4-fluorophenoxy)benzaldehyde